3-(4-methoxyphenyl)-N-phenyl-1-((2-(trimethylsilyl)ethoxy)methyl)-1H-pyrazolo[3,4-b]pyridin-5-amine COC1=CC=C(C=C1)C1=NN(C2=NC=C(C=C21)NC2=CC=CC=C2)COCC[Si](C)(C)C